tert-butyl 5-methyl-2-[2-(1-methyl-3,6-dihydro-2H-pyridin-4-yl)-1,3-benzothiazol-5-yl]piperidine-1-carboxylate CC1CCC(N(C1)C(=O)OC(C)(C)C)C=1C=CC2=C(N=C(S2)C=2CCN(CC2)C)C1